3-chloro-5-[(7S)-13-fluoro-16-methylsulfanyl-9-oxa-2,11,15,17-tetrazatetracyclo[8.7.1.02,7.014,18]octadeca-1(17),10(18),11,13,15-pentaen-12-yl]-4-(trifluoromethyl)aniline ClC=1C=C(N)C=C(C1C(F)(F)F)C1=NC=2OC[C@@H]3CCCCN3C3=NC(=NC(=C1F)C32)SC